CC1=C(C=C(C(=C1C)C(=O)O)O)[O-] The molecule is a dihydroxybenzoate that is the conjugate base of 5-methylorsellinic acid, obtained by the deprotonation of the carboxy group. It is the major species at pH 7.3. It is a conjugate base of a 5-methylorsellinic acid.